N-[7-methoxy-4-(1-propylcyclopropyl)-1H-1,3-benzodiazol-2-yl]-1-methyl-1H-pyrazole-4-carboxamide COC1=CC=C(C2=C1NC(=N2)NC(=O)C=2C=NN(C2)C)C2(CC2)CCC